4-(hydroxymethyl)-2,6-dimethylpiperidine-1-carboxylic acid tert-butyl ester C(C)(C)(C)OC(=O)N1C(CC(CC1C)CO)C